dioctylsulphosuccinate sodium salt [Na+].C(CCCCCCC)C(C(C(=O)[O-])S(=O)(=O)O)(C(=O)[O-])CCCCCCCC.[Na+]